(2-((5-Bromo-2-((2-methoxy-5-(1-methyl-1H-pyrazol-4-yl)-4-(piperazine-1-yl)phenyl)amino)pyrimidin-4-yl)amino)-5-methylphenyl)dimethylphosphorus oxide BrC=1C(=NC(=NC1)NC1=C(C=C(C(=C1)C=1C=NN(C1)C)N1CCNCC1)OC)NC1=C(C=C(C=C1)C)P(C)(C)=O